FC1=C(C(=C(C(=C1B1OC(C(O1)(C)C)(C)C)[2H])[2H])[2H])NC(=O)C=1N(C2=C(CN(CC2)C(=O)OC(C)(C)C)N1)C tert-butyl 2-((2-fluoro-3-(4,4,5,5-tetramethyl-1,3,2-dioxaborolan-2-yl)phenyl-4,5,6-d3)carbamoyl)-1-methyl-1,4,6,7-tetrahydro-5H-imidazo[4,5-c]pyridine-5-carboxylate